3,6-bis(tertiary butyl-peroxy)-3,6-dimethyloctane C(C)(C)(C)OOC(CC)(CCC(CC)(C)OOC(C)(C)C)C